ClC1=C(C(=NN1C)CSC1=CC=CC=C1)C=O 5-CHLORO-1-METHYL-3-[(PHENYLSULFANYL)METHYL]-1H-PYRAZOLE-4-CARBALDEHYDE